CC1=NOC(=C1C=1C=C(C=CC1OCCN1CCCC1)NC(=O)C1=C(N=C(S1)C)C)C N-(3-(3,5-dimethylisoxazol-4-yl)-4-(2-(pyrrolidin-1-yl)ethoxy)phenyl)-2,4-dimethylthiazole-5-carboxamide